N-((1S,3r)-3-(4-(2-fluorophenyl)-5-(pyrazin-2-yl)-4H-1,2,4-triazol-3-yl)cyclobutyl)pyridineamide FC1=C(C=CC=C1)N1C(=NN=C1C1=NC=CN=C1)C1CC(C1)NC(=O)C1=NC=CC=C1